3-methyl-4-(methylsulfonyl)-1H-pyrrole-2-carboxylic acid CC1=C(NC=C1S(=O)(=O)C)C(=O)O